7-bromo-3-(4-methylpiperazin-1-yl)quinazolin-4(3H)-one BrC1=CC=C2C(N(C=NC2=C1)N1CCN(CC1)C)=O